CO\N=C/1\CN(C2(COC2)C1)C(=O)C1=CC=C(C=C1)C1=C(C=CC=C1)C (E)-(7-(Methoxyimino)-2-oxa-5-azaspiro[3.4]octan-5-yl)(2'-methyl-[1,1'-biphenyl]-4-yl)methanone